C(#C)C=1C(=CC=C2C=C(C=C(C12)C1=C(C=2N=C(N=C(C2C=N1)N1CC(CCCC1)NC(C=C)=O)OC[C@]1(N(C[C@@H](C1)F)C)C)F)O)F N-(1-(7-(8-ethynyl-7-fluoro-3-hydroxynaphthalen-1-yl)-8-fluoro-2-(((2S,4R)-4-fluoro-1,2-dimethylpyrrolidin-2-yl)methoxy)pyrido[4,3-d]pyrimidin-4-yl)azepan-3-yl)acrylamide